4-(chloromethyl)-5-cyclopropyl-1-methyl-1H-1,2,3-triazole ClCC=1N=NN(C1C1CC1)C